[Al+3].C(C)(=O)[O-].C(C)(=O)[O-].C(C)(=O)[O-] acetic acid aluminium salt